2-(2,4-difluorophenyl)-1,1-difluoro-3-(tetrazol-1-yl)-1-[5-[4-(2,2,2-trifluoroethoxy)phenyl]-2-pyridyl]propan-2-ol FC1=C(C=CC(=C1)F)C(C(C1=NC=C(C=C1)C1=CC=C(C=C1)OCC(F)(F)F)(F)F)(CN1N=NN=C1)O